C1(=CC=CC=C1)C1N(C(OC1)=O)C(C=CC1=CC(=CC=C1)C=1C=NC=CC1)=O 4-phenyl-3-(3-(3-(pyridin-3-yl)phenyl)acryloyl)oxazolidin-2-one